Cbz-Phenylalanine C(=O)(OCC1=CC=CC=C1)N[C@@H](CC1=CC=CC=C1)C(=O)O